NCC=1C(=C(C=CC1)NS(=O)(=O)N1CC(CC1)C(=O)N)F 1-{[3-(aminomethyl)-2-fluorophenyl]sulfamoyl}pyrrolidine-3-carboxamide